1-(7-(3-fluoro-4-(trifluoromethyl)phenoxy)-3,4-dihydroisoquinolin-2(1H)-yl)-3-(1H-imidazol-5-yl)propan-1-one FC=1C=C(OC2=CC=C3CCN(CC3=C2)C(CCC2=CN=CN2)=O)C=CC1C(F)(F)F